OC(=O)C(F)(F)F.C(#N)C=1C=CC(=C(C1)C1=CN=C(O1)C(=O)N[C@H]1CN[C@@H](C1)C)OC(F)(F)F 5-(5-cyano-2-(trifluoromethoxy)phenyl)-N-((3R,5R)-5-methylpyrrolidin-3-yl)oxazole-2-carboxamide TFA salt